(16E)-14-Methyl-20-Oxa-5,7,14,27-tetraazatetracyclo[19.3.1.12,6.18,12]heptacosa-1(25),2,4,6(27),8,10,12(26),16,21,23-decaene CN1CC=2C=CC=C(NC=3N=CC=C(C=4C=CC=C(OCC/C=C/C1)C4)N3)C2